C(CCCCCCCCCCCCCCCCC)[Si](C(C)C)C(C)C octadecyl-diisopropyl-silicon